2-(6-(4-(2,3-diaminopyridin-4-yl)-1H-pyrazol-1-yl)pyridin-3-yl)-2-(1,1-dioxidothiomorpholino)acetonitrile NC1=NC=CC(=C1N)C=1C=NN(C1)C1=CC=C(C=N1)C(C#N)N1CCS(CC1)(=O)=O